1,4-bis(propargyl)but-1,3-diyne C(C#C)C#CC#CCC#C